NC=1C=C(C=CC1)N1N=C(C2=CC=CC=C12)NC=1C=C2C=NN(C2=CC1)C1OCCCC1 1-(3-aminophenyl)-N-(1-(tetrahydro-2H-pyran-2-yl)-1H-indazol-5-yl)-1H-indazol-3-amine